COC1C(NCC1)C(=O)N 3-methoxypyrrolidine-2-carboxamide